1,1-bis(tert.-butylperoxy)3,3,5-trimethyl-cyclohexane C(C)(C)(C)OOC1(CC(CC(C1)C)(C)C)OOC(C)(C)C